(R)-1-(4-chloro-1H-imidazol-2-yl)-3-(isoquinolin-4-yl)-2-oxoimidazolidine-4-carbonitrile ClC=1N=C(NC1)N1C(N([C@H](C1)C#N)C1=CN=CC2=CC=CC=C12)=O